OC(C)(P([O-])(O)=O)P([O-])([O-])=O.[Na+].[Na+].[Na+] trisodium (1-hydroxyethane-1,1-diyl)bisphosphonate